C(C)(C)(C)OC(=O)N1[C@@H](CN(CC1)CCCCC1=CC2=C(N(C(N2C)=O)C2C(NC(CC2)=O)=O)C=C1)C(=O)O (2S)-1-(tert-butoxycarbonyl)-4-(4-(1-(2,6-dioxopiperidin-3-yl)-3-methyl-2-oxo-2,3-dihydro-1H-benzo[d]imidazol-5-yl)butyl)piperazine-2-carboxylic acid